COC(CCC(=O)NS(=O)(=O)C=1OC(=CC1)C(NC1CC2(C1)CC(C2)C=2OC1=C(N2)C=C(C=C1)Cl)=O)=O 4-[[5-[[6-(5-chloro-1,3-benzoxazol-2-yl)spiro[3.3]heptan-2-yl]carbamoyl]-2-furyl]sulfonylamino]-4-oxo-butanoic acid methyl ester